N2-(4-((3R,4R)-3-amino-4-fluoropiperidin-1-yl)-5-(1-(difluoromethyl)-1H-pyrazol-4-yl)pyridin-2-yl)-6-(2,4-difluoro-6-methoxyphenyl)pyridin-2,5-diamine N[C@@H]1CN(CC[C@H]1F)C1=CC(=NC=C1C=1C=NN(C1)C(F)F)NC1=NC(=C(C=C1)N)C1=C(C=C(C=C1OC)F)F